BrC=1C=C(C2=C(N3C(=N2)C(OCC3C)C)C1)F 7-bromo-9-fluoro-1,4-dimethyl-3,4-dihydro-1H-[1,4]oxazino[4,3-a]benzimidazole